N-(2-((3-chloro-2-((4-methoxybenzyl)amino)pyridin-4-yl)oxy)pyrimidin-5-yl)-1-cyclopropyl-5-(4-fluorophenyl)-4-oxo-1,4-dihydropyridazine-3-carboxamide ClC=1C(=NC=CC1OC1=NC=C(C=N1)NC(=O)C1=NN(C=C(C1=O)C1=CC=C(C=C1)F)C1CC1)NCC1=CC=C(C=C1)OC